C(CCCCC)C(C(=O)NC(CCSCCC(=O)OCC#CCCCCCCC)C(NCCN1CCCCC1)=O)CCCCCCCC dec-2-yn-1-yl 3-((3-(2-hexyldecanamido)-4-oxo-4-((2-(piperidin-1-yl)ethyl)amino)butyl)thio)propanoate